Ethyl 2-chloro-4-{[(1S)-1-cyclohexyl-2-hydroxyethyl]amino}-pyrimidine-5-carboxylate ClC1=NC=C(C(=N1)N[C@H](CO)C1CCCCC1)C(=O)OCC